tert-butyl-1-[1-methyl-6-[(1R,2R,4R)-4-amino-2-hydroxy-cyclohexyl]indazol-3-yl]hexahydropyrimidine-2,4-dione C(C)(C)(C)N1C(N(CCC1=O)C1=NN(C2=CC(=CC=C12)[C@@H]1[C@@H](C[C@@H](CC1)N)O)C)=O